2-((10-(4-((pentafluoro-λ6-sulfanyl)ethynyl)phenyl)decyl)oxy)ethyl hydrogen ((((R)-1-(6-amino-9H-purin-9-yl)propan-2-yl)oxy)methyl)phosphonate NC1=C2N=CN(C2=NC=N1)C[C@@H](C)OCP(OCCOCCCCCCCCCCC1=CC=C(C=C1)C#CS(F)(F)(F)(F)F)(O)=O